3-(5-(4,6-difluoroisoindoline-2-carbonyl)-1-oxoisoindolin-2-yl)piperidine-2,6-dione FC1=C2CN(CC2=CC(=C1)F)C(=O)C=1C=C2CN(C(C2=CC1)=O)C1C(NC(CC1)=O)=O